C1(CCCCC1)=C(C(=O)O)ON (Cyclohexylidene)-aminooxyacetic acid